OC1=C(C(=CC(=C1)OC)OC)C(C=CC1=CC=C(C=C1)O[C@H]1O[C@@H]([C@H]([C@@H]([C@H]1O)O)O)CO)=O 1-(2-Hydroxy-4,6-dimethoxyphenyl)-3-[4-[(2R,3R,4S,5S,6R)-3,4,5-trihydroxy-6-(hydroxymethyl)oxan-2-yl]oxyphenyl]prop-2-en-1-one